1-(difluoromethoxy)-5-fluoro-2-methyl-4-nitrobenzene FC(OC1=C(C=C(C(=C1)F)[N+](=O)[O-])C)F